NC=1C(=NC=CN1)CCC[C@@H](C(=O)OC)NC(=O)OC(C)(C)C methyl (2S)-5-(3-aminopyrazin-2-yl)-2-{[(tert-butoxy) carbonyl]amino}pentanoate